FC1=C(C(=C(C=C1)N1N=CC(=C1C(F)(F)F)C(=O)N)C)C 1-(4-fluoro-2,3-dimethylphenyl)-5-(trifluoromethyl)-1H-pyrazole-4-carboxamide